tert-butyl 4-[(3-amino-7-chloro-5-isoquinolyl)amino]piperidine-1-carboxylate NC=1N=CC2=CC(=CC(=C2C1)NC1CCN(CC1)C(=O)OC(C)(C)C)Cl